3,4,7,8,9,10-hexahydro-1H-benzo[c]chromene-1,6(2H)-dione C1(C=2C3=C(C(OC2CCC1)=O)CCCC3)=O